7-(4-fluoro-2-methoxy-phenyl)-6-[1-[(4-methoxyphenyl)methyl]pyrazol-4-yl]pyrazolo[1,5-a]pyrazin-4-ol FC1=CC(=C(C=C1)C1=C(N=C(C=2N1N=CC2)O)C=2C=NN(C2)CC2=CC=C(C=C2)OC)OC